BrC=1N=C(N(N1)C1=NC=C(C=C1)OCC(F)F)C(C)NC(C1=CC(=CC(=C1)C(F)(F)F)C(F)(F)F)=O N-[1-[5-bromo-2-[5-(2,2-difluoroethoxy)-2-pyridyl]-1,2,4-triazol-3-yl]ethyl]-3,5-bis(trifluoromethyl)benzamide